methyl hydroxybenzoate (hydroxymethyl benzoate) OCC1=C(C(=O)O)C=CC=C1.OC1=C(C(=O)OC)C=CC=C1